tert-Butyl 3-(4-(2-hydroxy-3-methoxypropoxy)-7-(thiazol-2-yl)benzo[d]oxazol-2-yl)-3,8-diazabicyclo[3.2.1]octane-8-carboxylate OC(COC1=CC=C(C2=C1N=C(O2)N2CC1CCC(C2)N1C(=O)OC(C)(C)C)C=1SC=CN1)COC